C1(CCCC1)NC(=O)C=1C(=C2C3=C(C(OC2=CC1CCCCC)(C)C)C=CC(=C3)C)O N-cyclopentyl-1-hydroxy-6,6,9-trimethyl-3-pentyl-6H-benzo[c]chromene-2-carboxamide